methyl N-methyl-N-(methyl ((S)-pyrrolidin-3-yl) carbamoyl)-L-valinate CN([C@@H](C(C)C)C(=O)OC)C(N([C@@H]1CNCC1)C)=O